ClC=1C=C(C=CC1)C1=CNC=2N=CN=C(C21)N2CCN(CC2)CC 5-(3-chlorophenyl)-4-(4-ethylpiperazin-1-yl)-7H-pyrrolo[2,3-d]pyrimidine